N-(4-cyano-3-(2-(dimethylamino)ethoxy)phenyl)-2-(2-cyclopropyl-4-(5-methyl-1,2,4-oxadiazol-3-yl)phenyl)pyrimidine-5-carboxamide C(#N)C1=C(C=C(C=C1)NC(=O)C=1C=NC(=NC1)C1=C(C=C(C=C1)C1=NOC(=N1)C)C1CC1)OCCN(C)C